C1(CCCC2CC=CC=C12)C=O hexahydronaphthal